4-[3-(1H-tetrazol-5-yl)phenyl]-1,4-dihydrobenzo[f]quinoxalin-2,3-dione sodium salt [Na].N1N=NN=C1C=1C=C(C=CC1)N1C(C(NC=2C3=C(C=CC12)C=CC=C3)=O)=O